N-(4-fluoro-3-((2-(thiazol-2-ylamino)-5-(4-(trifluoromethyl)phenyl)pyrimidin-4-yl)amino)phenyl)acrylamide FC1=C(C=C(C=C1)NC(C=C)=O)NC1=NC(=NC=C1C1=CC=C(C=C1)C(F)(F)F)NC=1SC=CN1